C(C)(C)C1=CC=C(N(C)C2=CC=C(C=N2)C2CN(C2)C(=O)OC(C)(C)C)C=C1 Tert-Butyl 3-[6-(4-isopropyl-N-methyl-anilino)-3-pyridyl]azetidine-1-carboxylate